C1(CC1)NC=1C(=C(C=CC1)F)N N1-cyclopropyl-3-fluorobenzene-1,2-diamine